tetrahydro-1H-imidazo[4,5-c]quinolin-4-amine N1CNC2C(N=C3C=CC=CC3=C21)N